methyldihydroxyethylamine CNCC(O)O